2-chloro-6-[4-(2,2,2-trifluoroethoxy)-phenyl]-7-(trifluoromethyl)-5H-[1,3]thiazolo[3,2-a]pyrimidin-5-one ClC1=CN2C(=NC(=C(C2=O)C2=CC=C(C=C2)OCC(F)(F)F)C(F)(F)F)S1